(5-(4-fluoro-2-methylphenyl)-1,3,4-oxadiazol-2-yl)methanone FC1=CC(=C(C=C1)C1=NN=C(O1)C=O)C